4-(3-bromo-5-cyclopropylphenyl)-2,6-dimethylmorpholine BrC=1C=C(C=C(C1)C1CC1)N1CC(OC(C1)C)C